Sulfanyl-N-ethyl-2-fluorobenzamide SC=1C(=C(C(=O)NCC)C=CC1)F